CN(CCCNC(C1=CC=C(C=C1)[18F])=O)C N-(3-(dimethylamino)propyl)-4-[18F]fluorobenzamide